Butenyne C=CC#C